O1CCN(CC1)C1=C(C(=O)O)C=CC(=C1)C(F)(F)F 2-morpholino-4-(trifluoromethyl)benzoic acid